FC(OC[C@H]1N(C[C@H](C1)OC=1C=NC(=CC1)C(F)(F)F)C(=O)OC(C)(C)C)F tert-butyl (2S,4S)-2-((difluoromethoxy)methyl)-4-((6-(trifluoromethyl)pyridin-3-yl)oxy)pyrrolidine-1-carboxylate